CN(CCN1C(C2=C3C(=CC=4C2=C(C1=O)C=CC4)C=CC=C3)=O)C 2-[2'-(dimethylamino)ethyl]-1,2-dihydro-3H-dibenzo[de,H]isoquinoline-1,3-dione